4-amino-N-[3-[[1-(1,3-benzothiazol-2-yl)-2-(3-carbamimidoylphenyl)ethyl]sulfamoyl]phenyl]cyclohexanecarboxamide hydrochloride Cl.NC1CCC(CC1)C(=O)NC1=CC(=CC=C1)S(NC(CC1=CC(=CC=C1)C(N)=N)C=1SC2=C(N1)C=CC=C2)(=O)=O